C(=O)C1=CC=C(C=N1)NC(OC(C)(C)C)=O tert-butyl (6-formylpyridin-3-yl)carbamate